C(#N)CC1=NC2=C(N1CCCC(=O)OCC)C=CC=C2 Ethyl 4-[2-(cyanomethyl) benzimidazol-1-yl]butanoate